(Z)-4-((4-((6-chloro-7-(fluoromethoxyl)-1H-indol-3-yl)methylene)-2,5-dioxoimidazolidin-1-yl)methyl)benzonitrile ClC1=CC=C2C(=CNC2=C1OCF)\C=C\1/NC(N(C1=O)CC1=CC=C(C#N)C=C1)=O